tert-butyl(4-(4-((5-chloro-2-methoxyphenyl)carbamoyl)oxazol-2-yl)phenyl)carbamate C(C)(C)(C)OC(NC1=CC=C(C=C1)C=1OC=C(N1)C(NC1=C(C=CC(=C1)Cl)OC)=O)=O